BrC=1C=C(C(=NC1)C(=O)OC)C(C)C Methyl 5-bromo-3-isopropylpicolinate